C(C)(C)(C)C1=CC=C(C=C1)[C@H]1P([C@@H](CC1)C1=CC=C(C=C1)C(C)(C)C)(N(C)C)=O |r| rac-(1S,2S,5S)-2,5-bis(4-tert-butylphenyl)-1-(dimethylamino)phospholane-1-oxide